6-[1-(2,2-difluoroethyl)-1H-pyrazolo[3,4-b]pyrazin-6-yl]-2-phenyl-2,6-diazaspiro[3.5]nonane FC(CN1N=CC=2C1=NC(=CN2)N2CC1(CN(C1)C1=CC=CC=C1)CCC2)F